C1(CC1)C(C)OC1=CC(=NC=C1)N 4-(1-cyclopropylethoxy)pyridin-2-amine